2,2-dimethyl-1-[4-[5-(trifluoromethyl)-1,2,4-oxadiazol-3-yl]phenyl]propan-1-one CC(C(=O)C1=CC=C(C=C1)C1=NOC(=N1)C(F)(F)F)(C)C